ethyl 3-(difluoromethyl)-1-(4-((2-oxopyridin-1(2H)yl)methyl)benzyl)-1H-pyrazole-4-carboxylate FC(C1=NN(C=C1C(=O)OCC)CC1=CC=C(C=C1)CN1C(C=CC=C1)=O)F